NC=1N=C(C=C2C=C(N=CC12)NC(=O)C1C(C1)F)C1=CC2=CC(N=C2C=C1C)=O N-[8-amino-6-(6-methyl-2-oxo-indol-5-yl)-2,7-naphthyridin-3-yl]2-fluoro-cyclopropanecarboxamide